[Cl-].C(CCCCCCCCCCCCCCCCCCCC)[N+](C)(C)C heneicosyl-trimethyl-ammonium chloride